(2S,3R)-5-fluoro-2,3-dimethyl-1-((R)-5-(pyridin-2-yl)-2,3-dihydro-1H-indene-2-carbonyl)indoline-6-sulfonamide FC=1C=C2[C@H]([C@@H](N(C2=CC1S(=O)(=O)N)C(=O)[C@@H]1CC2=CC=C(C=C2C1)C1=NC=CC=C1)C)C